1-(2,4-dimethylphenyl)ethan-1-ol CC1=C(C=CC(=C1)C)C(C)O